4-amino-4-(4-chlorophenyl)piperidine-1-carboxylic acid tert-butyl ester C(C)(C)(C)OC(=O)N1CCC(CC1)(C1=CC=C(C=C1)Cl)N